N-methyl-N,N-dibutyl-N-methoxyethylammonium C[N+](CCOC)(CCCC)CCCC